tert-butyl 3-(2-((tert-butyldimethylsilyl)oxy)-1-((methylsulfonyl)oxy)ethyl)-2-oxopyrrolidine-1-carboxylate [Si](C)(C)(C(C)(C)C)OCC(OS(=O)(=O)C)C1C(N(CC1)C(=O)OC(C)(C)C)=O